1-(4-(2-(4-bromophenyl)propan-2-yl)thiazol-2-yl)-3-(4-(2-methylpiperazin-1-yl)benzyl)urea BrC1=CC=C(C=C1)C(C)(C)C=1N=C(SC1)NC(=O)NCC1=CC=C(C=C1)N1C(CNCC1)C